Disodium Lauroyl Glutamate N[C@@H](CCC(=O)[O-])C(=O)OC(CCCCCCCCCCC)=O.[Na+].[Na+].C(CCCCCCCCCCC)(=O)OC([C@@H](N)CCC(=O)[O-])=O